BrCCOC1=C(C=C(C=C1)N1C(N(C(C1(C)C)=O)C=1C=C(C(=NC1)C#N)C(F)(F)F)=S)C1CC1 5-(3-(4-(2-Bromoethoxy)-3-cyclopropylphenyl)-4,4-dimethyl-5-oxo-2-thioxoimidazolidin-1-yl)-3-(trifluoromethyl)pyridinecarbonitrile